OC1=CC(=CC2=C1OC(O2)(C2=CC=CC=C2)C2=CC=CC=C2)C(=O)OC(C)(C)C tert-butyl 7-hydroxy-2,2-diphenylbenzo[d][1,3]dioxole-5-carboxylate